C(C)(C)N1C(C(C=2C1=CC=1C(=NN=C(C1C2)C)N[C@H](C)C2=CC(=CC=C2)C(CO)(F)F)(C)C)=O 1-isopropyl-3,3,5-trimethyl-8-[[(1R)-1-[3-(1,1-difluoro-2-hydroxy-ethyl)phenyl]ethyl]amino]pyrrolo[2,3-g]phthalazin-2-one